S(=O)(=O)(ON1[C@@H]2CC[C@H](N(C1=O)C2)C(NC(CCC2=NC=CC=C2)=O)=N)[O-].[Na+] Sodium (2S,5R)-7-oxo-2-(N-(3-(pyridin-2-yl)propanoyl)carbamimidoyl)-1,6-diazabicyclo[3.2.1]octan-6-yl Sulfate